(2R)-2-Amino-4-methyl-N-[6-(1H-pyrrolo[2,3-b]pyridin-4-yl)-3-pyridyl]pentanamide N[C@@H](C(=O)NC=1C=NC(=CC1)C1=C2C(=NC=C1)NC=C2)CC(C)C